N1(OCCO1)OC(C1=CC=C(C=C1)NC(=O)N1C=CC2=C1N=CN=C2N(C)[C@H]2CN(CC[C@H]2C)C(CC#N)=O)=O 4-[[4-[[(3R,4R)-1-(2-cyanoacetyl)-4-methyl-3-piperidinyl]-methyl-amino]pyrrolo[2,3-d]pyrimidine-7-carbonyl]amino]benzoic acid (2,5-dioxapyrrolidin-1-yl) ester